5-methyl-2-phenyl-4-(3-thienyl)imidazole CC1=C(N=C(N1)C1=CC=CC=C1)C1=CSC=C1